FC(F)(F)C=1C(=C(C=CC1N)C1=CC=C(C=C1)N)C(F)(F)F bis(trifluoromethyl)biphenyl-4,4'-diamine